FC1=CC=C(C=C1)C(=O)N1[C@@H](CC[C@@H](C1)C1=NOC(=N1)C=1NC=C(N1)C)C (4-fluorophenyl){(2R,5S)-2-methyl-5-[5-(4-methyl-1H-imidazol-2-yl)-1,2,4-oxadiazol-3-yl]piperidin-1-yl}methanone